C(C1=CC=CC=C1)C1=NN(C(=C1C1CCC1)NC(OC1CC(C1)(F)F)=O)C 3,3-difluorocyclobutyl (3-benzyl-4-cyclobutyl-1-methyl-1H-pyrazol-5-yl)carbamate